N-(3-chloro-4-fluorophenyl)-4-(6-hydroxybicyclo[3.2.0]heptan-3-yl)-1-methyl-1H-imidazole-5-carboxamide ClC=1C=C(C=CC1F)NC(=O)C1=C(N=CN1C)C1CC2CC(C2C1)O